[Cl-].[Cl-].[Cl-].CC1=C(C(=CC=C1)C)[V+3] 2,6-dimethylphenyl-vanadium trichloride